N[C@@H](CN1C(C=2C=C3C(=NC2CC1)N(C(=N3)C=3N(C1=C(C=CC=C1C3)OC[C@@H]3CNC(C3)=O)CC3CC3)C)=O)CF 7-((S)-2-amino-3-fluoropropyl)-2-(1-(cyclopropylmethyl)-7-(((S)-5-oxopyrrolidin-3-yl)methoxy)-1H-indol-2-yl)-3-methyl-3,5,6,7-tetrahydro-8H-imidazo[4,5-b][1,6]naphthyridin-8-one